N[C@@H](C(C)C)C(=O)OCC1=CC(=NO1)[C@H]1CC[C@H]2[C@@H]3CCC4C[C@](CC[C@@]4(C3CC[C@]12C)C)(C)O (3-((3R,8R,10S,13S,14S,17S)-3-hydroxy-3,10,13-trimethylhexadecahydro-1H-cyclopenta[a]phenanthren-17-yl)isoxazol-5-yl)methyl L-valinate